N-(3-(5-methoxy-2-(6-methoxypyridin-3-ylamino)pyrimidin-4-ylamino)phenyl)acrylamide COC=1C(=NC(=NC1)NC=1C=NC(=CC1)OC)NC=1C=C(C=CC1)NC(C=C)=O